4-(aminomethyl)-6-[1-methyl-5-(1-methyl-2-naphthyl)pyrazol-4-yl]-2H-phthalazin-1-one NCC1=NNC(C2=CC=C(C=C12)C=1C=NN(C1C1=C(C2=CC=CC=C2C=C1)C)C)=O